(11R)-6-(2-Fluoro-6-methylphenyl)-11-(2-methylpropyl)-9-oxa-2λ6-thia-3,5,12,19-tetraazatricyclo[12.3.1.14,8]nonadeca-1(17),4,6,8(19),14(18),15-hexaene-2,2,13-trione FC1=C(C(=CC=C1)C)C=1N=C2NS(C3=CC=CC(C(N[C@@H](COC(C1)=N2)CC(C)C)=O)=C3)(=O)=O